BrC1=C(C=CC(=C1)Cl)C1=C(C=CC=C1)C(C(C)C)([2H])[2H] 2-bromo-4-chloro-2'-(2-methylpropyl-1,1-d2)-1,1'-biphenyl